CC1=C(C(=CC(=C1)C)C)P(C1=CC=CC=C1)(C1=CC=CC=C1)=O 2,4,6-trimethyl-phenyl-diphenyl-phosphin oxide